6-chloro-7-fluoro-2,4-dihydro-1,4-benzothiazin-3-one ClC=1C(=CC2=C(NC(CS2)=O)C1)F